1-α-Aminoethyl-3-aminomethylbenzol NC(C)C1=CC(=CC=C1)CN